C(C)(C)(C)OC(=O)C1C2C=CC(C1)C2 5-tert-butoxycarbonylbicyclo[2.2.1]hept-2-ene